(4-Methyl-3-pentenyl)-3-cyclohexencarboxaldehyd CC(=CCCC1(CC=CCC1)C=O)C